F\C(\C(=O)N1[C@H](CN(CC1)C1=NC(=NC2=C(C(=CC=C12)C1=C(C=CC=C1O)F)F)OC[C@H]1N(CCC1)C)CC#N)=C/C1=NC=CC=C1 2-((2S)-1-((Z)-2-fluoro-3-(pyridin-2-yl)acryloyl)-4-(8-fluoro-7-(2-fluoro-6-hydroxyphenyl)-2-(((S)-1-methylpyrrolidin-2-yl)methoxy)quinazolin-4-yl)piperazin-2-yl)acetonitrile